C(C)(C)(C)OC(CC(C(=O)N(C)C)NC)=O 4-(Dimethylamino)-3-(methylamino)-4-oxobutanoic acid tert-butyl ester